C(C)(C)(C)OC(=O)N(C1=CC(=NC=2N1N=CC2C2CC2)N[C@@H]2CN(CCC2)C(=O)OC(C)(C)C)CC2=CC=C(C=C2)C2=NC=CC=N2 tert-butyl (S)-3-((7-((tert-butoxycarbonyl)(4-(pyrimidin-2-yl)benzyl)amino)-3-cyclopropylpyrazolo[1,5-a]pyrimidin-5-yl)amino)piperidine-1-carboxylate